FC=1C=CC(=NC1C)C=1N=C2N(C=CC=C2)C1C1=NC2=CC(=CN=C2C=C1)C=1C=NN(C1)C1CNCCC1 2-[2-(5-fluoro-6-methyl-2-pyridyl)imidazo[1,2-a]pyridin-3-yl]-7-[1-(3-piperidyl)pyrazol-4-yl]-1,5-naphthyridine